FC=1C(=NC(=NC1)NC=1C=C(C=CC1)NC(C=C)=O)NC1=CC(=CC=C1)OCCN1CCOCC1 N-(3-(5-fluoro-4-(3-(2-morpholinoethoxy)phenylamino)pyrimidin-2-ylamino)phenyl)acrylamide